2-bromo-2-(m-tolyl)propionic acid methyl ester COC(C(C)(C=1C=C(C=CC1)C)Br)=O